6-(2-(5-chloropyridin-3-yl)-4-methylthiazol-5-yl)-2-((3-(pyridin-3-yl)-1,2,4-oxadiazol-5-yl)methyl)pyridazin-3(2H)-one ClC=1C=C(C=NC1)C=1SC(=C(N1)C)C=1C=CC(N(N1)CC1=NC(=NO1)C=1C=NC=CC1)=O